CC(CCN1CCC2(C(C2)CNC=2N=NC(=CC2)C2=CC=CC=C2)CC1)(C)C N-[[6-(3,3-dimethylbutyl)-6-azaspiro[2.5]octan-2-yl]methyl]-6-phenyl-pyridazin-3-amine